OCP(=O)=CCC(C(=O)O)=C=O 4-(hydroxymethyl-phosphoryl)-2-carbonyl-butyric acid